(S)-3-(3-chloro-4-fluorophenyl)-1-methyl-1-(4-oxo-4,5,8,9-tetrahydro-6H-pyrano[3,4-b]thieno[3,4-d]pyridin-9-yl)urea ClC=1C=C(C=CC1F)NC(N([C@@H]1COCC=2NC(C=3C(C21)=CSC3)=O)C)=O